N-methyl-N-(piperidin-4-yl)isoquinolin-6-amine hydrochloride Cl.CN(C=1C=C2C=CN=CC2=CC1)C1CCNCC1